2-methoxy-3-(1-methyl-propyl)pyrazine COC1=NC=CN=C1C(CC)C